N-(4-bromo-2,5-difluorophenyl)-6-(dimethylamino)pyrazolo[1,5-a]pyridine-3-sulfonamide BrC1=CC(=C(C=C1F)NS(=O)(=O)C=1C=NN2C1C=CC(=C2)N(C)C)F